C(CCC)[Si](C1=CC=C(C=C1)P(N(C1CC(CCC1)C(F)(F)F)P(C1=CC=C(C=C1)[Si](CCCC)(CCCC)CCCC)C1=CC=C(C=C1)[Si](CCCC)(CCCC)CCCC)C1=CC=C(C=C1)[Si](CCCC)(CCCC)CCCC)(CCCC)CCCC N-(bis(4-(tributylsilyl)phenyl)phosphanyl)-1,1-bis(4-(tributylsilyl)phenyl)-N-(3-(trifluoromethyl)cyclohexyl)phosphanyl-amine